C(C)[C@H]1OC2=C([C@@H](N(C1)CC1=CC=C(C=C1)OC)C)N=C(C=C2)O |o1:6| (2R,5S*)-2-ethyl-4-(4-methoxybenzyl)-5-methyl-2,3,4,5-tetrahydropyrido[2,3-f][1,4]oxazepin-7-ol